tert-Butyl ((cis)-3-((2-amino-6-(1-methyl-1H-pyrazol-4-yl)pyrazolo[1,5-a]pyrazin-4-yl)oxy)cyclobutyl)(methyl)carbamate NC1=NN2C(C(=NC(=C2)C=2C=NN(C2)C)O[C@H]2C[C@H](C2)N(C(OC(C)(C)C)=O)C)=C1